2-bromo-5-(2-(tetrahydro-2H-pyran-2-yloxy)ethoxy)-4-(trifluoromethyl)-pyridine BrC1=NC=C(C(=C1)C(F)(F)F)OCCOC1OCCCC1